1-tert-butoxycarbonyl-4-aminopiperidine C(C)(C)(C)OC(=O)N1CCC(CC1)N